3-Amino-4-(2-bromo-5-(trifluoromethyl)phenoxy)benzonitrile NC=1C=C(C#N)C=CC1OC1=C(C=CC(=C1)C(F)(F)F)Br